CN1N=C2CN(CCC2=C1C1=CC=CC=C1)C(=O)C1=C2N=CC=NC2=CC=C1 (2-methyl-3-phenyl-2,4,5,7-tetrahydro-6H-pyrazolo[3,4-c]pyridin-6-yl)(quinoxalin-5-yl)methanone